N1(N=CC=C1)CC=1C=CC(=NC1OC)C(=O)NS(=O)(=N)C1=C(C(=CC=C1OC)Cl)OC 5-((1H-Pyrazol-1-yl)methyl)-N-(3-chloro-2,6-dimethoxyphenylsulfonimidoyl)-6-methoxypicolinamide